1-(2-hydroxyethyl)-2,2,6,6-tetramethyl-4-piperidyl alcohol OCCN1C(CC(CC1(C)C)O)(C)C